3-fluoro-5-(4-hydroxy-3-(trifluoromethyl)-4,5,6,7-tetrahydro-1H-indazol-1-yl)benzonitrile FC=1C=C(C#N)C=C(C1)N1N=C(C=2C(CCCC12)O)C(F)(F)F